C(CCCCCCC\C=C/CCCCCCCC)NC(=O)[C@H](O)[C@@H](O)[C@H](O)[C@H](O)CO N-Oleyl-D-Gluconamide